N1=C2C(=CC=N1)[C]C=1C=CC=C3[C]C=4C=CC=CC4B2C13 5λ2-9λ2-diaza-13b-boranaphtho[2,3,4-de]anthracene